[N+](=O)([O-])C=1C=C(C=CC1C(=C)C)NC(C)=O N-(3-nitro-4-(prop-1-en-2-yl)phenyl)acetamide